2-(4-((2-(4-((3-(hydroxymethyl)-5-(trifluoromethoxy)benzyl)amino)butoxy)ethyl)amino)-1H-indazol-6-yl)-2-methylpropanenitrile OCC=1C=C(CNCCCCOCCNC2=C3C=NNC3=CC(=C2)C(C#N)(C)C)C=C(C1)OC(F)(F)F